tributyl-hexylphosphine C(CCC)C(CCCCCP)(CCCC)CCCC